N-(4-(perfluoropropane-2-yl)-2-(trifluoromethyl)phenyl)benzamide FC(C(C(F)(F)F)(C1=CC(=C(C=C1)NC(C1=CC=CC=C1)=O)C(F)(F)F)F)(F)F